(Rac)-methyl 4-(3-hydroxy-3-(methoxymethyl) pent-1-yn-1-yl)-3-methoxybenzoate O[C@@](C#CC1=C(C=C(C(=O)OC)C=C1)OC)(CC)COC |r|